sodium tert-butylat CC(C)(C)[O-].[Na+]